IC1=NC=C(C=N1)C(F)(F)F 2-iodo-5-(trifluoromethyl)-pyrimidine